C(C)(C)(C)[Si](C)(C)OCC1=C(C(=NC=C1)Cl)F t-butyl-[(2-chloro-3-fluoro-4-pyridinyl)methoxy]-dimethyl-silane